13-chloro-10-[2,6-difluoro-4-({2-[(2-hydroxyethyl)amino]ethyl}amino)phenyl]-8-ethyl-4-fluoro-3-methyl-6,8,10-triazatricyclo[9.4.0.02,7]pentadeca-1(11),2(7),3,5,12,14-hexaen-9-one ClC1=CC=2N(C(N(C=3N=CC(=C(C3C2C=C1)C)F)CC)=O)C1=C(C=C(C=C1F)NCCNCCO)F